(+/-)-N-((trans)-5-(2-(1H-tetrazol-5-yl)phenyl)-3-phenyl-2-vinyl-2,3-dihydrobenzofuran-7-yl)-2-(p-tolyl)acetamide N1N=NN=C1C1=C(C=CC=C1)C=1C=C(C2=C([C@H]([C@@H](O2)C=C)C2=CC=CC=C2)C1)NC(CC1=CC=C(C=C1)C)=O |r|